3-bromo-2-(4-fluoro-3,5-dimethylphenoxy)-4-methyl-4,5,6,7-tetrahydropyrazolo[1,5-a]pyrazine BrC=1C(=NN2C1C(NCC2)C)OC2=CC(=C(C(=C2)C)F)C